N,N-dimethyl-(3-palmitoylaminopropyl)ammonium C[NH+](C)CCCNC(CCCCCCCCCCCCCCC)=O